4-chloro-N-(4-(((5-hydroxy-2,2-dimethyl-2H-chromen-6-yl)methylene)amino)phenyl)benzenesulfonamide ClC1=CC=C(C=C1)S(=O)(=O)NC1=CC=C(C=C1)N=CC=1C(=C2C=CC(OC2=CC1)(C)C)O